1-chloro-2-(4-iodophenoxymethyl)-3-(trifluoromethyl)benzene ClC1=C(C(=CC=C1)C(F)(F)F)COC1=CC=C(C=C1)I